C(C)OC(/C=C/C1=C(C2=C(N(N=N2)CCCOCC2CCN(CC2)C(=O)OCC2=CC=CC=C2)C=C1)C)=O benzyl (E)-4-((3-(5-(3-ethoxy-3-oxoprop-1-en-1-yl)-4-methyl-1H-benzo[d][1,2,3]triazol-1-yl)propoxy)methyl)piperidine-1-carboxylate